(3R,10R)-7-((2S,5R)-4-acryloyl-2,5-dimethylpiperazin-1-yl)-9-chloro-3-((4-methylpiperazin-1-yl)methyl)-10-(naphthalen-1-yl)-2,3-dihydro-5H-[1,4]oxazino[2,3,4-ij]quinazolin-5-one C(C=C)(=O)N1C[C@@H](N(C[C@H]1C)C1=NC(N2C3=C(C(=C(C=C13)Cl)C1=CC=CC3=CC=CC=C13)OC[C@H]2CN2CCN(CC2)C)=O)C